1,3-bis(octanoyloxy)propan-2-yl (3-(((2-(dimethylamino)ethoxy)carbonyl)oxy)pentadecyl) succinate C(CCC(=O)OCCC(CCCCCCCCCCCC)OC(=O)OCCN(C)C)(=O)OC(COC(CCCCCCC)=O)COC(CCCCCCC)=O